3-((4-(tert-butyl)phenyl)amino)-N-methylcyclopentane-1-carboxamide C(C)(C)(C)C1=CC=C(C=C1)NC1CC(CC1)C(=O)NC